3-chloro-N4-cyclobutyl-N6-(2-methoxy-4-(morpholinosulfonyl)phenyl)-1H-pyrrolo[2,3-b]pyridine-4,6-diamine ClC1=CNC=2N=C(C=C(C21)NC2CCC2)NC2=C(C=C(C=C2)S(=O)(=O)N2CCOCC2)OC